(S)-N-((S)-(3-chloro-2,4-difluorophenyl)((trans)-5-(trifluoromethyl)-tetrahydrofurane-3-yl)methyl)-2-oxoimidazolidine-4-carboxamide ClC=1C(=C(C=CC1F)[C@@H](NC(=O)[C@H]1NC(NC1)=O)[C@@H]1CO[C@H](C1)C(F)(F)F)F